FC(OC[C@H]1[C@@H](C1)C(=O)O)(F)F trans-2-((trifluoromethoxy)methyl)cyclopropanecarboxylic acid